ClC1=C(C=CC=C1)C1NC(C2=CC=CC=C12)=O 3-(2-chlorophenyl)isoindolin-1-one